tert-Butyl 4-benzyl-3-(fluoromethyl)piperazine-1-carboxylate C(C1=CC=CC=C1)N1C(CN(CC1)C(=O)OC(C)(C)C)CF